C(C=C)(=O)N1[C@H](CN(CC1)C1=NC(=NC2=CC(=C3C(=C12)OCCC3)C3=CC=CC1=CC=CC(=C31)Cl)OC[C@H]3N(CCC3)C)CC#N 2-((S)-1-acryloyl-4-(5-(8-chloronaphthalen-1-yl)-8-(((S)-1-methylpyrrolidin-2-yl)methoxy)-3,4-dihydro-2H-pyrano[2,3-f]quinazolin-10-yl)piperazin-2-yl)acetonitrile